BrC1=CC=C(C=2C(N(CC12)C1=C(C=C(C=C1)F)C)=O)C(=O)NC1=CC(NC=C1)=O 7-Bromo-2-(4-fluoro-2-methylphenyl)-3-oxo-N-(2-oxo-1,2-dihydropyridin-4-yl)isoindoline-4-carboxamide